4-[(7-{5-[1-(difluoromethyl)cyclopropyl]pyridin-2-yl}-5-fluoropyrrolo[2,1-f][1,2,4]triazin-2-yl)amino]oxan-3-yl-2-amino-3-methylbutanoate FC(C1(CC1)C=1C=CC(=NC1)C1=CC(=C2C=NC(=NN21)NC2C(COCC2)OC(C(C(C)C)N)=O)F)F